tert-butyl (2S,4S)-2-(cyanomethyl)-4-(6-fluoro-8-methyl-7-(1-methyl-1H-indazol-3-yl)-4-(methylthio)-1H-[1,2,3]triazolo[4,5-c]quinolin-1-yl)piperidine-1-carboxylate C(#N)C[C@H]1N(CC[C@@H](C1)N1N=NC=2C(=NC=3C(=C(C(=CC3C21)C)C2=NN(C1=CC=CC=C21)C)F)SC)C(=O)OC(C)(C)C